FCC(CCOCCC(CF)(F)F)(F)F fluoromethyldifluoropropylether